C1(CCCC1)N1C(CN(C=2C(N[C@](NC12)(N)NC=1C=C2C=CN(C2=CC1OC)C(CC)=O)=O)C)CC (R)-8-cyclopentyl-7-ethyl-2-[(6-methoxy-1-propionylindol-5-yl)amino]-5-methyl-7,8-dihydropterin